3-phenyl-1H-pyrazole-4-formaldehyde C1(=CC=CC=C1)C1=NNC=C1C=O